flavantrione O1C(C(C(C2C(C=CC=C12)=O)=O)=O)C1=CC=CC=C1